1-(2-chloro-7-(1,2-dimethoxyethyl)pyrazolo[1,5-a]pyrimidin-6-yl)-3-(5-cyano-6-(2H-1,2,3-triazol-2-yl)pyridin-3-yl)urea ClC1=NN2C(N=CC(=C2C(COC)OC)NC(=O)NC=2C=NC(=C(C2)C#N)N2N=CC=N2)=C1